(S)-tert-butyl (1-(4-bromo-2-cyanophenoxy)-4-methylpentan-2-yl)carbamate BrC1=CC(=C(OC[C@H](CC(C)C)NC(OC(C)(C)C)=O)C=C1)C#N